1,2,5,6-tetrahydropyridine-4-boronic acid pinacol ester N1CC=C(CC1)B1OC(C)(C)C(C)(C)O1